5-(5-nitro-2H-1,2,3-triazol-4-yl)-4H-1,2,4-triazole-3,4-diamine hydroxylamine salt NO.[N+](=O)([O-])C=1C(=NNN1)C=1N(C(=NN1)N)N